tert-butyl 4-[2-methyl-7-({2-methyl-[1,2,4]triazolo[1,5-a]pyridin-7-yl}carbamoyl)indazol-4-yl]piperazine-1-carboxylate CN1N=C2C(=CC=C(C2=C1)N1CCN(CC1)C(=O)OC(C)(C)C)C(NC1=CC=2N(C=C1)N=C(N2)C)=O